N1C=CC2=CC=C(C=C12)\C=N\N=C\C=1SC=CN1 2-((E)-(((E)-(1H-indol-6-yl)methylene)hydrazono)methyl)thiazole